amino-1-(2-chloro-4-fluorophenyl)-7-cyclopropylpyrido[2,3-d]pyrimidin-2(1H)-one NC=1C2=C(N(C(N1)=O)C1=C(C=C(C=C1)F)Cl)N=C(C=C2)C2CC2